[NH+]1=CC=CC=C1.CC1=CC=C(C=C1)S(=O)(=O)[O-] 4-toluenesulfonic acid pyridinium salt